ClC1=CC(=C(C=C1)N1CCC2(CO2)CC1)F 6-(4-chloro-2-fluorophenyl)-1-oxa-6-azaspiro[2.5]octane